2,4-dimethylpent-1,3-diene CC(=C)C=C(C)C